C(C)=O acetaldehyde